FC1=C(C(=CC(=C1)F)SC)C#CC1=NN2C([C@H](N(C[C@@H]2C)C(=O)OC(C)(C)C)C)=C1 tert-butyl (4R,7S)-2-[2-(2,4-difluoro-6-methylsulfanyl-phenyl)ethynyl]-4,7-dimethyl-6,7-dihydro-4H-pyrazolo[1,5-a]pyrazine-5-carboxylate